5-chloro-2,3-dihydrofuro[3,2-b]pyridine-6-Nitrile ClC1=C(C=C2C(=N1)CCO2)C#N